COC(C1=C(C(=CC(=C1)Br)I)CBr)=O 5-bromo-2-(bromomethyl)-3-iodo-benzoic acid methyl ester